3,5-Di-tert-butyl-4'-iodo-1,1'-biphenyl C(C)(C)(C)C=1C=C(C=C(C1)C(C)(C)C)C1=CC=C(C=C1)I